The molecule is the dipivalate ester of (+-)-epinephrine (racepinephrine). A pro-drug of epinephrine, the hydrochloride is used topically as eye drops to reduce intra-ocular pressure in the treatment of open-angle glaucoma or ocular hypertension. It has a role as a prodrug, an adrenergic agonist, a sympathomimetic agent, an antiglaucoma drug and an ophthalmology drug. It is a member of ethanolamines and a pivalate ester. It derives from an adrenaline. It is a conjugate base of a dipivefrin(1+). CC(C)(C)C(=O)OC1=C(C=C(C=C1)C(CNC)O)OC(=O)C(C)(C)C